Cl.C(C1=CC=CC=C1)N1CC2(CC2)[C@@H](C1)N (S)-5-benzyl-5-azaspiro[2.4]heptane-7-amine hydrochloride